2-((6-((2-((2,2-dimethyl-4-oxo-3,8,11,14,17-pentaoxa-5-azanonadecan-19-yl)amino)-3,4-dioxocyclobut-1-en-1-yl)amino)hexyl)oxy)-4-hydroxytetrahydro-2H-pyran CC(C)(OC(NCCOCCOCCOCCOCCNC1=C(C(C1=O)=O)NCCCCCCOC1OCCC(C1)O)=O)C